ClC=1C=C2C(NC(NC2=C(C1C1=C(C=C(C=C1)F)F)SCCO)=O)=O 6-chloro-7-(2,4-difluorophenyl)-8-((2-hydroxyethyl)thio)quinazoline-2,4(1H,3H)-dione